O=C1N2C(CCC2CNCC1NC(=O)OC(C)(C)C)C(=O)OCC Ethyl 2-oxo-3-((tert-butoxycarbonyl) amino)-1,5-diazabicyclo[5.3.0]decane-10-carboxylate